2-aminoethyl 2-methylacrylate CC(C(=O)OCCN)=C